tert-butyl (R)-(2-((tert-butyldiphenylsilyl)oxy)-1-(3-methyl-1,2,4-oxadiazol-5-yl)ethyl)carbamate [Si](C1=CC=CC=C1)(C1=CC=CC=C1)(C(C)(C)C)OC[C@H](C1=NC(=NO1)C)NC(OC(C)(C)C)=O